C1(CC1)C1=C(C=NN1C1=NC=CC=C1)C(=O)O 5-cyclopropyl-1-(pyridin-2-yl)-1H-pyrazole-4-carboxylic acid